methyl-{2-[(4-chloro-2-fluorobenzyl) oxy]-5-fluoropyrimidin-4-yl}-6-azaspiro[2.5]octane-1-carboxylate CC1C(C12CCNCC2)(C(=O)[O-])C2=NC(=NC=C2F)OCC2=C(C=C(C=C2)Cl)F